BrC=1C(=NC=C(C1)COC)OC 3-bromo-2-methoxy-5-(methoxymethyl)pyridine